ClCCC[C@]1(N([C@@H]2C[C@@H]2C1)C(=O)OC(C)(C)C)C(=O)OC 2-(tert-butyl) 3-methyl (1R,3R,5R)-3-(3-chloropropyl)-2-azabicyclo[3.1.0]hexane-2,3-dicarboxylate